O=C1NC(CCC1C=1C=CC(=NC1)N1CCC(CC1)C(=O)OC(C)(C)C)=O tert-butyl 1-[5-(2,6-dioxopiperidin-3-yl)pyridin-2-yl]piperidine-4-carboxylate